C(C1=CC=CC=C1)C1=C(C=CC=2N3C(COCC21)=NN=C3C)C3COCC3 7-benzyl-1-methyl-8-(tetrahydrofuran-3-yl)-4H,6H-benzo[e][1,2,4]triazolo[3,4-c][1,4]oxazepine